1-[4-(cyanomethyl)-3-fluoro-1-[[4-(2-furyl)phenyl]methyl]-4-piperidyl]-3-(cyclopropanecarbonylamino)pyrazole-4-carboxamide C(#N)CC1(C(CN(CC1)CC1=CC=C(C=C1)C=1OC=CC1)F)N1N=C(C(=C1)C(=O)N)NC(=O)C1CC1